4,5-dichloro-2-methylpyridazin-3(2H)-one ClC=1C(N(N=CC1Cl)C)=O